(S)-2-((1e,3e)-4-(5-(dimethylamino)thiazol-2-yl)butan-1,3-dien-1-yl)-4,5-dihydrothiazole-4-carboxylic acid CN(C1=CN=C(S1)/C=C/C=C/C=1SC[C@@H](N1)C(=O)O)C